5-{(3R)-1-[(1S)-1-(1H-imidazol-2-yl)propyl]-5',6'-dihydrospiro[pyrrolidine-3,4'-pyrrolo[1,2-b]pyrazol]-2'-yl}-3-(trifluoromethoxy)pyridin-2-amin N1C(=NC=C1)[C@H](CC)N1C[C@]2(CCN3N=C(C=C32)C=3C=C(C(=NC3)N)OC(F)(F)F)CC1